C(=CC)CCO 2-Propenyl-1-Ethanol